[Si](C)(C)(C(C)(C)C)OCCOC1=C(C=CC(=C1F)F)[C@H]1[C@@H](O[C@]([C@H]1C)(C(F)(F)F)C)C(=O)O (2R,3S,4S,5R)-3-[2-[2-[tert-butyl(dimethyl)silyl]oxyethoxy]-3,4-difluoro-phenyl]-4,5-dimethyl-5-(trifluoromethyl)tetrahydrofuran-2-carboxylic acid